eicosane-4,6-diol CCCC(CC(CCCCCCCCCCCCCC)O)O